tert-butyl ((1-(4-methoxybenzyl)-2-oxo-3-(5-(2-((4-(trifluoromethyl)phenyl)amino)phenyl)-1,3,4-oxadiazol-2-yl)pyrrolidin-3-yl)methyl)carbamate COC1=CC=C(CN2C(C(CC2)(C=2OC(=NN2)C2=C(C=CC=C2)NC2=CC=C(C=C2)C(F)(F)F)CNC(OC(C)(C)C)=O)=O)C=C1